3-(2-chlorothiazol-5-yl)imidazo[1,5-a]pyridine-1-carbonitrile ClC=1SC(=CN1)C1=NC(=C2N1C=CC=C2)C#N